4-piperidinone ethyl ketal C1CNCCC12OCCO2